6-phospho-D-gluconate P(=O)(O)(O)OC[C@H]([C@H]([C@@H]([C@H](C(=O)[O-])O)O)O)O